CC1=C(C(=O)C2=CC=CC=C2)C=CC(=C1)C methyl-4-methylbenzophenone